F[C@H]1[C@@H](C1)C(=O)N (1S,2R)-2-fluorocyclopropane-1-carboxamide